COC1=C2C(NC(=NC2=CC(=C1)OC)C1=CC=C(C=C1)N1CCC(CC1)N(C)CC=1C=C(C=CC1)NC1C(NC(CC1)=O)=O)=O 3-((3-(((1-(4-(5,7-dimethoxy-4-oxo-3,4-dihydroquinazolin-2-yl)phenyl)piperidin-4-yl)(methyl)amino)methyl)phenyl)amino)piperidine-2,6-dione